(S)-2-(2-methylazetidin-1-yl)-4-(piperazin-1-yl)-6-(trifluoromethyl)pyrimidine C[C@@H]1N(CC1)C1=NC(=CC(=N1)N1CCNCC1)C(F)(F)F